1-(3-methoxypropyl)-5-nitro-1H-indole-2-carboxylic acid ethyl ester C(C)OC(=O)C=1N(C2=CC=C(C=C2C1)[N+](=O)[O-])CCCOC